NC1=NC=C(C2=C1C(=C(N2C)C2=C(C=C(C=C2)NC(C(=C)F)=O)F)C2=CC=C(C=C2)OC2=NC=C(C(=N2)C)F)C#N N-(4-(4-amino-7-cyano-3-(4-((5-fluoro-4-methylpyrimidin-2-yl)oxy)phenyl)-1-methyl-1H-pyrrolo[3,2-c]pyridin-2-yl)-3-fluorophenyl)-2-fluoroacrylamide